4-{3-chloro-5-[(3R)-3-methylmorpholin-4-yl]-[1,2]thiazolo[4,5-b]pyridin-7-yl}oxane-4-carbonitrile ClC1=NSC=2C1=NC(=CC2C2(CCOCC2)C#N)N2[C@@H](COCC2)C